ClC1=CC=C(C(=O)NC2=CC=C(C=C2)O[C@H]2CNCC2)C=C1 |r| (RS)-4-Chloro-N-[4-(pyrrolidin-3-yloxy)-phenyl]-benzamide